FC=1C(=NC=C(C1)C(C(C(F)(F)F)(F)F)(F)F)NC(=O)C1=C(C=CC(=C1)[N+](=O)[O-])SC1=NN=NN1CCCC(=O)O 4-[5-[2-[[3-fluoro-5-(1,1,2,2,3,3,3-heptafluoropropyl)-2-pyridyl]carbamoyl]-4-nitro-phenyl]sulfanyltetrazol-1-yl]butanoic acid